(2R,3S,4R)-3,4-bis(benzyloxy)-2-((benzyloxy)methyl)-5-methoxy-2-vinyltetrahydrofuran C(C1=CC=CC=C1)O[C@@H]1[C@@](OC([C@@H]1OCC1=CC=CC=C1)OC)(C=C)COCC1=CC=CC=C1